FS(=O)(=O)OC1=CC=C(C=C1)COC=1C=C(C=CC1)NC(=O)C=1C=CC2=C(NC(C(S2)C)=O)C1 N-[3-[[4-[(fluorosulfonyl)oxy]phenyl]methoxy]phenyl]-3,4-dihydro-2-methyl-3-oxo-2H-1,4-Benzothiazine-6-carboxamide